tert-butyl 8-bromo-6-(((trifluoromethyl) sulfonyl) oxy)-3,4-dihydroisoquinoline-2(1H)-carboxylate BrC=1C=C(C=C2CCN(CC12)C(=O)OC(C)(C)C)OS(=O)(=O)C(F)(F)F